BrC1=NC(=CC(=C1)OCC1CCOCC1)SC 2-bromo-6-(methylthio)-4-((tetrahydro-2H-pyran-4-yl)methoxy)pyridine